(S)-3-(1-(3-(bis(4-fluorophenyl)methyl)-1,2,4-oxadiazol-5-yl)ethyl)-8-methoxy-2H-pyrido[2,3-e][1,3]oxazine-2,4(3H)-dione FC1=CC=C(C=C1)C(C1=NOC(=N1)[C@H](C)N1C(OC2=C(C1=O)N=CC=C2OC)=O)C2=CC=C(C=C2)F